COC1=CC=C(C=N1)[C@H](CC(=O)O)N1N=C2C=CC(=CC2=C1)CCC1=NC=2NCCCC2C=C1 (S)-3-(6-Methoxypyridin-3-yl)-3-(5-(2-(5,6,7,8-tetrahydro-1,8-naphthyridin-2-yl)ethyl)-2H-indazol-2-yl)propanoic acid